(S)-Isopropyl 1-(4-(3-chloro-4-(2-chloro-3-(6-methoxy-5-(((((S)-5-oxopyrrolidin-2-yl)methyl)amino)methyl)pyridin-2-yl)phenyl)pyridin-2-yl)-2-methoxybenzyl)pyrrolidine-3-carboxylate ClC=1C(=NC=CC1C1=C(C(=CC=C1)C1=NC(=C(C=C1)CNC[C@H]1NC(CC1)=O)OC)Cl)C1=CC(=C(CN2C[C@H](CC2)C(=O)OC(C)C)C=C1)OC